(S)-5-(3,5-difluorophenyl)-2-(3-(3-fluoropyrazolo[1,5-a]pyrimidin-7-yl)cyclobutyl)-2,5,6,7-tetrahydro-3H-pyrrolo[2,1-c][1,2,4]triazol-3-one FC=1C=C(C=C(C1)F)[C@@H]1CCC2=NN(C(N21)=O)C2CC(C2)C2=CC=NC=1N2N=CC1F